N-(1-((1,1-difluorospiro[2.3]hex-5-yl)methyl)-1H-indol-5-yl)acrylamide FC1(CC12CC(C2)CN2C=CC1=CC(=CC=C21)NC(C=C)=O)F